7-bromo-5-chloro-chroman-4-ol BrC1=CC(=C2C(CCOC2=C1)O)Cl